methyl 3-(5-(2,5-difluoro-4-methyl-3-(7-morpholinoimidazo[1,2-a]pyridine-3-carboxamido)phenyl)-1,2,4-oxadiazol-3-yl)azetidine-1-carboxylate FC1=C(C=C(C(=C1NC(=O)C1=CN=C2N1C=CC(=C2)N2CCOCC2)C)F)C2=NC(=NO2)C2CN(C2)C(=O)OC